5-nitrobenzo[b]thiophene 1,1-dioxide [N+](=O)([O-])C1=CC2=C(S(C=C2)(=O)=O)C=C1